C(C)(C)NC1=NC=CC=C1B1OC(C(O1)(C)C)(C)C N-isopropyl-3-(4,4,5,5-tetramethyl-1,3,2-dioxaborolan-2-yl)pyridin-2-amine